6-methyl-2,3-bis(trifluoromethyl)quinoxaline 8-(((6-bromopyridin-2-yl)methoxy)methyl)-6-(thiazole-5-carbonyl)-2,6-diazaspiro[3.4]octane-2-carboxylate BrC1=CC=CC(=N1)COCC1CN(CC12CN(C2)C(=O)O)C(=O)C2=CN=CS2.CC=2C=C1N=C(C(=NC1=CC2)C(F)(F)F)C(F)(F)F